C(C=C)(=O)NCCC[NH+](C)C (3-acrylamidopropyl)dimethylammonium